BrCCC(=O)NC1=C2C(N(C(C2=CC=C1)=O)C1C(NC(CC1)=O)=O)=O 3-bromo-N-(2-(2,6-dioxopiperidin-3-yl)-1,3-dioxoisoindol-4-yl)propionamide